3-(((6-(isoindolin-2-ylmethyl)-4-oxo-4H-pyran-3-yl)oxy)methyl)pyrrolidine-1-carboxylic acid tert-butyl ester C(C)(C)(C)OC(=O)N1CC(CC1)COC1=COC(=CC1=O)CN1CC2=CC=CC=C2C1